8-bromo-3-methyl-pyrrolo[1,2-a]pyrazine-6-carboxylic acid methyl ester COC(=O)C1=CC(=C2N1C=C(N=C2)C)Br